azo-bis-imidazoline N(=NN1C=NCC1)N1C=NCC1